8-(3-fluorophenyl)-N2-(4-morpholinylphenyl)pyrido[3,4-d]pyrimidine-2,4-diamine FC=1C=C(C=CC1)C1=NC=CC2=C1N=C(N=C2N)NC2=CC=C(C=C2)N2CCOCC2